O=C1NC2=C(N1)C=CC(=C2)NC(=O)N2CCC1=CC(=CC=C21)NC(OC(C)(C)C)=O tert-butyl (1-((2-oxo-2,3-dihydro-1H-benzo[d]imidazol-5-yl)carbamoyl)indolin-5-yl)carbamate